trans-3-[3-(3-fluorophenoxy)cyclobutyl]-5-[(7-methyl-6-oxo-purin-1-yl)methyl]-1,3,4-oxadiazol-2-one FC=1C=C(O[C@@H]2C[C@H](C2)N2C(OC(=N2)CN2C=NC=3N=CN(C3C2=O)C)=O)C=CC1